FC(C=1C=C(C=CC1)NC=1C(C(=O)O)=CC=CC1)(F)F N-(3-[trifluoro-methyl]phenyl)anthranilic acid